2-(2,4-bis(trifluoromethyl)phenyl)-N-(4-fluorophenyl)-N-((5-(5-(tetrahydrofuran-3-yloxy)pyrimidin-2-yl)-1,3,4-oxadiazol-2-yl)methyl)acetamide FC(C1=C(C=CC(=C1)C(F)(F)F)CC(=O)N(CC=1OC(=NN1)C1=NC=C(C=N1)OC1COCC1)C1=CC=C(C=C1)F)(F)F